4-(4-bromo-2-methyl-phenyl)sulfonyl-5-methyl-2,3-dihydroquinoxaline-1-carboxylic acid tert-butyl ester C(C)(C)(C)OC(=O)N1CCN(C2=C(C=CC=C12)C)S(=O)(=O)C1=C(C=C(C=C1)Br)C